C1=CC(=CC(=C1)S(=O)(=O)O)O The molecule is an arenesulfonic acid that is phenol substituted by a sulfo group at C-3. It has a role as a metabolite. It derives from a phenol.